2-(4-(4-((6-cyclopropyl-7-(6-((dimethyl(oxo)-λ6-sulfanylidene)amino)pyridin-2-yl)-7H-pyrrolo[2,3-d]pyrimidin-2-yl)amino)phenyl)piperazin-1-yl)acetic acid C1(CC1)C1=CC2=C(N=C(N=C2)NC2=CC=C(C=C2)N2CCN(CC2)CC(=O)O)N1C1=NC(=CC=C1)N=S(=O)(C)C